1-(4-(7-(3-amino-5-methyl-1H-indazol-4-yl)-6-chloro-2-(3-(dimethylamino)azetidin-1-yl)-8-fluoroquinazolin-4-yl)piperazin-1-yl)prop-2-en-1-one NC1=NNC2=CC=C(C(=C12)C1=C(C=C2C(=NC(=NC2=C1F)N1CC(C1)N(C)C)N1CCN(CC1)C(C=C)=O)Cl)C